C1(=CC=CC=C1)C(=CC(=O)O)C1=CC=CC=C1.C1(=CC=CC=C1)C#CC1=CC=CC=C1 diphenylacetylene (diphenylacrylate)